1-(1-(2-Fluoroacryloyl)azetidin-3-yl)-3-(4-(trifluoromethyl)phenyl)-1,3-dihydro-2H-benzo[d]imidazol-2-one FC(C(=O)N1CC(C1)N1C(N(C2=C1C=CC=C2)C2=CC=C(C=C2)C(F)(F)F)=O)=C